2,4-diamino-6-phenyl-s-triazine NC1=NC(=NC(=N1)N)C1=CC=CC=C1